CN(C(C(=O)O)P(=O)(O)O)C(=N)N phospho-creatine